N1=CC=C(C=C1)C=1C=C2N(N=CC3=C2NN=C3N)C1 8-(pyridin-4-yl)-1H-pyrazolo[3,4-d]pyrrolo[1,2-b]pyridazin-3-amine